C(C)OC1=CC=C(C=C1)NC(=O)C1=NN2C(N=CC=C2C2=CC=C(C=C2)F)=C1 N-(4-ethoxyphenyl)-7-(4-fluorophenyl)pyrazolo[1,5-a]pyrimidine-2-carboxamide